C1(CC1)CN1CCC2(C[C@@H]2C(=O)N[C@@H](CCCCCC(CC)=O)C=2OC(=CN2)C=2C=C3C=CC(=NC3=CC2)C2CC2)CC1 (S)-6-(cyclopropylmethyl)-N-((S)-1-(5-(2-cyclopropylquinolin-6-yl)oxazol-2-yl)-7-oxononyl)-6-azaspiro[2.5]octane-1-carboxamide